ON=C1CC(C1)CC1CCN(CC1)C(=O)OC(C)(C)C tert-butyl 4-[(3-hydroxyiminocyclobutyl)methyl]piperidine-1-carboxylate